C(C)(CC)C1=C(C=C(C1)[Si](C)(C)C)[Si](C)(C)C 1-sec-butyl-2,4-bistrimethylsilylcyclopentadiene